3-{4-[5-Amino-6-((S)-2-pyrrolidin-2-yl-ethyl)-pyrazin-2-yl]-benzylamino}-6-cyano-pyrazine-2-carboxylic acid [(S)-1-(3,4-difluoro-phenyl)-ethyl]-amide FC=1C=C(C=CC1F)[C@H](C)NC(=O)C1=NC(=CN=C1NCC1=CC=C(C=C1)C1=NC(=C(N=C1)N)CC[C@H]1NCCC1)C#N